C(C)(=O)OC1=CC=2CCC2C(=C1)Br 5-Bromobicyclo[4.2.0]oct-1(6),2,4-trien-3-yl acetate